COC(NC=1NC2=C(N1)C=CC(=C2)CCC)=S 5-propylthiobenzimidazole-2-carbamic acid methyl ester